COC1(OC2=CC=CC=C2C(C1)=O)C(=O)NC=1C=NC=CC1 2-methoxy-4-oxo-N-(pyridin-3-yl)-4H-chromene-2-carboxamide